(1,1-difluoroethyl)-N-[2-(4-formylcyclohexyl)-6-methoxy-indazol-5-yl]Pyridine-2-carboxamide FC(C)(F)C=1C(=NC=CC1)C(=O)NC1=CC2=CN(N=C2C=C1OC)C1CCC(CC1)C=O